Cl.CN(CCC(=O)C=1C(OC2=CC(=CC(=C2C1)CCCCC)O)=O)C 3-(3-dimethylamino-propionyl)-5-pentyl-7-hydroxycoumarin hydrochloride